(R)-4-amino-N-(6-(1-aminoethyl)pyrazin-2-yl)-1-(2,6-dichloro-4-ethoxyphenyl)-6-oxo-1,6-dihydropyrimidine-5-carboxamide NC=1N=CN(C(C1C(=O)NC1=NC(=CN=C1)[C@@H](C)N)=O)C1=C(C=C(C=C1Cl)OCC)Cl